CSCCCCC 1-(methylthio)pentane